(3R)-3-[(3-Fluorosulfoxybenzoyl)amino]piperidine-1-carboxylic acid tert-butyl ester C(C)(C)(C)OC(=O)N1C[C@@H](CCC1)NC(C1=C(C(=CC=C1)F)OS(=O)(=O)O)=O